C(C)(=O)NC=1C=CC(=C2CCCC12)C1=CC(=C(C=C1)C[C@@H](C#N)NC(=O)[C@H]1OCCCN(C1)C(=O)OC(C)(C)C)F tert-butyl (S)-2-(((S)-2-(4-(7-acetamido-2,3-dihydro-1H-inden-4-yl)-2-fluorophenyl)-1-cyanoethyl)carbamoyl)-1,4-oxazepane-4-carboxylate